C1(=CC=C(C=C1)OCC(=O)O[C@]1(CCC2C3CCC4=CC(CCC4C3CC[C@]12CC)=O)C#C)C1=CC=CC=C1 (13S,17R)-13-ethyl-17-ethynyl-3-oxo-2,3,6,7,8,9,10,11,12,13,14,15,16,17-tetradecahydro-1H-cyclopenta[a]phenanthren-17-yl [([1,1'-biphenyl]-4-yl)oxy]acetate